CC1=CC=C(C=C1)S(=O)(=O)O.C(C)S(=O)(=O)O ethanesulfonic acid, p-toluenesulfonic acid salt